Iron-Sodium Oxygen 1-(3-((4,4-difluorocyclohexyl)amino)-5-(4-methylthiazol-2-yl)phenyl)ethan-1-one FC1(CCC(CC1)NC=1C=C(C=C(C1)C=1SC=C(N1)C)C(C)=O)F.[O].[Na].[Fe]